ClC1=C(C(=O)NC2=C3C=NN(C3=CC=C2)C=2C=NC=C(C2)C(F)(F)F)C=C(C=C1)CNC(=O)C1(CC1)C(F)(F)F 2-chloro-5-[({[1-(trifluoromethyl)cyclopropyl]carbonyl}amino)methyl]-N-{1-[5-(trifluoromethyl)pyridin-3-yl]-1H-indazol-4-yl}benzamide